C(C)OC=1C(=C(C=CC1)B1OC(C(O1)(C)C)(C)C)C 2-(3-ethoxy-2-methylphenyl)-4,4,5,5-tetramethyl-1,3,2-dioxaborolane